(1-(5-(3-oxoisoindol-4-yl)thiophen-2-yl)ethyl)aminothiophene O=C1N=CC2=CC=CC(=C12)C1=CC=C(S1)C(C)NC=1SC=CC1